8Z-Tridecenoic acid C(C=CCCCCCCCCCC)(=O)O